(R)-3-(((6-bromobenzo[d]oxazol-2-yl)amino)methyl)pyrrolidin-1-ium chloride [Cl-].BrC1=CC2=C(N=C(O2)NC[C@@H]2C[NH2+]CC2)C=C1